COC(=O)C1CN(CCC1OC)C(=O)OC(C)(C)C 4-methoxypiperidine-1,3-dicarboxylic acid 1-tertiary butyl 3-methyl ester